6-fluoro-N-methyl-5-(4-((3-oxo-4H-quinoxalin-6-yl)methyl-d2)piperazin-1-yl)pyridine-2-carboxamide FC1=C(C=CC(=N1)C(=O)NC)N1CCN(CC1)C([2H])([2H])C=1C=C2NC(C=NC2=CC1)=O